BrC1=CC(=C(C(=O)OC)C(=C1)C)C Methyl 4-bromo-2,6-dimethylbenzoate